2-[6-amino-5-[4-[3-(4-piperidyloxy)phenyl]-4,7-diazaspiro[2.5]octan-7-yl]pyridazin-3-yl]phenol NC1=C(C=C(N=N1)C1=C(C=CC=C1)O)N1CCN(C2(CC2)C1)C1=CC(=CC=C1)OC1CCNCC1